ClC=1C(=NC=C(C(=O)N2CC3(CC2)C=C(C(C(C3)(C)C)=O)C#N)C1)O 2-(5-chloro-6-hydroxynicotinoyl)-9,9-dimethyl-8-oxo-2-azaspiro[4.5]dec-6-ene-7-carbonitrile